methyl 2-(1,1-difluoro-6-azaspiro[2.5]octan-6-yl)-4-methyl-5-(trifluoromethyl)nicotinate FC1(CC12CCN(CC2)C2=C(C(=O)OC)C(=C(C=N2)C(F)(F)F)C)F